1-(2-cyanoethyl)-2-hydroxymethylimidazole C(#N)CCN1C(=NC=C1)CO